FC1CN(C1)C(=O)NC1=CC(=C(C=C1)F)N1N=C2N=CC(=CC2=C1)C1CCNCC1 3-fluoro-N-{4-fluoro-3-[5-(piperidin-4-yl)-2H-pyrazolo[3,4-b]pyridin-2-yl]phenyl}azetidine-1-carboxamide